C(C=C)ONC(C1=C(C(=C(C(=C1)CC1=C(C(=NC=C1)N)F)F)F)NC1=C(C=C(C=C1)C=C)F)=O N-(allyloxy)-5-((2-amino-3-fluoropyridin-4-yl)methyl)-3,4-difluoro-2-((2-fluoro-4-vinylphenyl)amino)benzamide